FC1=C(C=C(C=C1)F)C1=NC=NC(=C1NC(=O)C1=CC(=NS1)C(F)(F)F)C1OCC(CC1)(F)F N-(4-(2,5-difluorophenyl)-6-(5,5-difluorotetrahydro-2H-pyran-2-yl)pyrimidin-5-yl)-3-(trifluoromethyl)isothiazole-5-carboxamide